4-((8'-methyl-7'-oxo-7',8'-dihydro-6'H-spiro[cyclohexane-1,9'-pyrrolo[1,5-a:2,3-d']dipyrimidin]-2'-yl)amino)benzenesulfonamide CC1C(NC=2N(C13CCCCC3)C=3N=C(N=CC3C2)NC2=CC=C(C=C2)S(=O)(=O)N)=O